The molecule is an alpha-amino-acid radical derived from glycine. It has a role as a fundamental metabolite. It derives from a glycine. [CH](C(=O)O)N